FC(C(=O)O)(F)F.ClC1=C(OCC2C3CNCC2CC3)C=CC(=C1)F 8-[(2-chloro-4-fluoro-phenoxy)methyl]-3-azabicyclo[3.2.1]octane 2,2,2-trifluoroacetate